(S)-2-((7-(3-chloro-4-fluorophenyl)-4,5,6,7-tetrahydrobenzo[d]thiazol-2-yl)amino)-2-oxoethyl methylsulfamate CNS(OCC(=O)NC=1SC2=C(N1)CCC[C@H]2C2=CC(=C(C=C2)F)Cl)(=O)=O